C1=C(N(C(=O)NC1=O)[C@H]2[C@@H]([C@@H]([C@H](O2)COP(=O)([O-])[O-])O)O)C(=O)[O-] The molecule is trianion of orotidine 5'-phosphate arising from deprotonation of carboxylic acid and phosphate functions. It has a role as a human metabolite and a Saccharomyces cerevisiae metabolite. It is a conjugate base of an orotidine 5'-phosphate.